C(C)OC(=O)C1=C(N=C(S1)NC(=O)C1CC(C1)NC1=NC=CC2=CC=C(C=C12)C1=NOC(=N1)C)C(F)F Ethyl-4-(difluoromethyl)-2-[[3-[[7-(5-methyl-1,2,4-oxadiazol-3-yl)-1-isoquinolyl]amino]cyclobutanecarbonyl]amino]thiazole-5-carboxylate